Ethylene glycol bis[succinimidylsuccinate] C1(CCC(N1C(C(=O)O)CC(=O)O)=O)=O.C1(CCC(N1C(C(=O)O)CC(=O)O)=O)=O.C(CO)O